OC1(CC(C1)C(=O)N1CC2(C1)CC(C2)C=2C=C1C=CN=CC1=CC2)C ((1s,3s)-3-hydroxy-3-methylcyclobutyl)(6-(isoquinolin-6-yl)-2-azaspiro[3.3]hept-2-yl)methanone